1-(3-(tert-butyl)-1-phenyl-1H-pyrazol-5-yl)-3-(4-methyl-3-(2-((1-methyl-1H-pyrazol-4-yl)amino)quinazolin-6-yl)phenyl)urea C(C)(C)(C)C1=NN(C(=C1)NC(=O)NC1=CC(=C(C=C1)C)C=1C=C2C=NC(=NC2=CC1)NC=1C=NN(C1)C)C1=CC=CC=C1